NO[C@@H](C(=O)OCC1=CC=CC=C1)C(C)C benzyl (R)-2-(aminooxy)-3-methylbutanoate